Ethyl (3aR,4S,7R,7aR)-octahydro-3aH-4,7-methanoindene-3a-carboxylate C1CC[C@]2([C@H]3CC[C@@H]([C@@H]12)C3)C(=O)OCC